C(C1=CC=CC=C1)(=O)C1=CC2C(C(=O)C3=CC=C(C=C3)C)(C=C1)S2 4-benzoyl-4'-methylbenzophenone sulfide